FC=1C=C(C=CC1)[C@H](CNC(C)(CCC1CCC(CC1)OC)C)O (R)-1-(3-fluorophenyl)-2-((4-((1R,4S)-4-methoxycyclohexyl)-2-methylbutan-2-yl)amino)ethan-1-ol